FC1=CC=C(CN2CC3(CN(C3)C(=O)NC34CC(C3)(C4)F)C2)C=C1 6-(4-fluorobenzyl)-N-(3-fluorobicyclo[1.1.1]pentan-1-yl)-2,6-diazaspiro[3.3]heptane-2-carboxamide